C(C)N1N=C(C=C1C1[C@H]2CC(C[C@@H]12)N1CC2(CS(C2)(=O)=O)CC1)C=1C=NC=C(C1)F 6-((1R,3r,5S,6r)-6-(1-ethyl-3-(5-fluoropyridin-3-yl)-1H-pyrazol-5-yl)bicyclo[3.1.0]hexan-3-yl)-2-thia-6-azaspiro[3.4]octane 2,2-dioxide